FC1(CN(CC[C@H]1NC1=NN2C(C(=N1)OC)=C(C(=C2)F)C=2C=NC=1N(C2)C(=CN1)C(F)F)C([2H])([2H])[2H])F (R)-N-(3,3-difluoro-1-(methyl-d3)piperidin-4-yl)-5-(3-(difluoromethyl)imidazo[1,2-a]pyrimidin-6-yl)-6-fluoro-4-methoxypyrrolo[2,1-f][1,2,4]triazin-2-amine